CN(CCCN(S(=O)(=O)CCCCCCCCCCC)C(CC(=O)[O-])CCCCCCCCC)C 3-{N-[3-(dimethylamino)propyl]undecane-1-sulfonamido}dodecanoate